3-[3-methyl-2-oxo-4-(pyrrolidin-3-yl)-1,3-benzodiazol-1-yl]piperidine-2,6-dione CN1C(N(C2=C1C(=CC=C2)C2CNCC2)C2C(NC(CC2)=O)=O)=O